C(C)OC(C(C1=C2N(C=N1)CCC2)N2N=C1C(=C(C=C(C1=C2)C(F)(F)F)Br)C)=O 2-(6-bromo-7-methyl-4-(trifluoromethyl)-2H-indazol-2-yl)-2-(6,7-dihydro-5H-pyrrolo[1,2-c]Imidazol-1-yl)acetic acid ethyl ester